NC(C1=C(C=C(C(=C1)Cl)Cl)O)C1CCN(CC1)CC(F)F 2-(amino(1-(2,2-difluoroethyl)piperidin-4-yl)methyl)-4,5-dichlorophenol